CN1C[C@@H](CC1)COC=1C(=CC(=NC1)C#N)C1=CC=2N(C=C1)N=C(C2)NC2=CC=NC=C2 5-[[(3R)-1-methylpyrrolidin-3-yl]methoxy]-4-[2-(4-pyridylamino)pyrazolo[1,5-a]pyridin-5-yl]pyridine-2-carbonitrile